OC(C=1C=NC(=NC1)N1C[C@](CCC1)(C)NC(OC(C)(C)C)=O)C1=CC=C(C=C1)C1=CC2=C(N=CN=C2N2CCOCC2)N1COCC[Si](C)(C)C tert-butyl ((3R)-1-(5-(hydroxy(4-(4-morpholino-7-((2-(trimethylsilyl)ethoxy)methyl)-7H-pyrrolo[2,3-d]pyrimidin-6-yl)phenyl)methyl)pyrimidin-2-yl)-3-methylpiperidin-3-yl)carbamate